N-[(1R,3S)-3-{[6-chloro-2-(trifluoromethyl)quinolin-4-yl]amino}cyclohexyl]-4-(methylamino)benzamide ClC=1C=C2C(=CC(=NC2=CC1)C(F)(F)F)N[C@@H]1C[C@@H](CCC1)NC(C1=CC=C(C=C1)NC)=O